CC1=CC=C(C=C1)S(=O)(=O)NS(=O)(=O)C1=CC=C(C=C1)C 4-methyl-N-(4-methylphenyl)sulfonyl-benzenesulfonamide